CC1=NC2=CC=C(C(=C2NC1=O)C)CN1CCN(CC1)C=1C=CC(=NC1F)C(=O)NC 5-[4-[(2,5-dimethyl-3-oxo-4H-quinoxalin-6-yl)methyl]piperazin-1-yl]-6-fluoro-N-methyl-pyridine-2-carboxamide